tert-butyl 4-((3,4-difluorophenyl) amino)-4-(4-ethoxy-4-oxobutyl)piperidine-1-carboxylate FC=1C=C(C=CC1F)NC1(CCN(CC1)C(=O)OC(C)(C)C)CCCC(=O)OCC